tert-butyl 4-[2-[3-(2-bromo-4-formyl-phenoxy)phenoxy]ethoxy]piperidine-1-carboxylate BrC1=C(OC=2C=C(OCCOC3CCN(CC3)C(=O)OC(C)(C)C)C=CC2)C=CC(=C1)C=O